1-(2,6-difluorophenyl)-3-hydroxy-1H-pyrazole-5-carboxylic acid ethyl ester C(C)OC(=O)C1=CC(=NN1C1=C(C=CC=C1F)F)O